4-methoxypyrrolo[1,2-d][1,2,4]triazin-1(2H)-one COC1=NNC(C=2N1C=CC2)=O